[Na+].ClC(C(=O)[O-])(F)F 2-chloro-2,2-difluoro-acetate sodium